C(CCC)OC(C[C@H](CCl)O)=O (R)-(+)-4-chloro-3-hydroxybutyric acid butyl ester